NN1C(=C(C(=C1)C1=NN(C=C1)C)C(=O)OCC)C(=O)OCC diethyl 1-amino-4-(1-methyl-1H-pyrazol-3-yl)-1H-pyrrole-2,3-dicarboxylate